5-(4-(2-(tert-butyl)phenyl)-5-(trimethylsilyl)pyridin-2-yl)benzo[d]imidazo[5,1-b]thiazole C(C)(C)(C)C1=C(C=CC=C1)C1=CC(=NC=C1[Si](C)(C)C)C1=CC=CC=2N3C(SC21)=CN=C3